BrC=1C=CN2C(=C(C(=CC12)C(=O)NCC=1C(NC(=CC1C)C)=O)C)C(C)N1CCOCC1 1-bromo-N-((4,6-dimethyl-2-oxo-1,2-dihydropyridin-3-yl)methyl)-6-methyl-5-(1-morpholinoethyl)indolizine-7-carboxamide